BrC=1C(=C(C(=O)O)C(=CC1)C)OC1=CC=CC=C1 3-bromo-6-methyl-2-phenoxybenzoic acid